N-methyl-N,N-diphenylamine CN(C1=CC=CC=C1)C1=CC=CC=C1